[Si](C)(C)(C(C)(C)C)OCC1=C(SC2=C1CCO[C@]21C[C@@H](N(CC1)C(=O)OC(C)(C)C)C)C=O tert-butyl (2'S,7R)-3-[[tert-butyl(dimethyl)silyl]oxymethyl]-2-formyl-2'-methyl-spiro[4,5-dihydrothieno[2,3-c]pyran-7,4'-piperidine]-1'-carboxylate